2-cyclohexyl-6-methoxy-N-(1-propan-2-ylpiperidin-4-yl)-7-(3-pyrrolidin-1-ylpropoxy)quinazolin-4-amine C1(CCCCC1)C1=NC2=CC(=C(C=C2C(=N1)NC1CCN(CC1)C(C)C)OC)OCCCN1CCCC1